3-fluoro-1-tetrahydropyran-2-yl-pyrazole FC1=NN(C=C1)C1OCCCC1